OC1OC(CC12CCN(CC2)C(=O)OC(C)(C)C)=O tert-Butyl 1-hydroxy-3-oxo-2-oxa-8-azaspiro[4.5]decane-8-carboxylate